OCC(CO)OCC(CN1N=NC(=C1)CCCC(=O)O)COC(CO)CO 4-(1-(3-((1,3-dihydroxypropan-2-yl)oxy)-2-(((1,3-dihydroxypropan-2-yl)oxy)methyl)propyl)-1H-1,2,3-triazol-4-yl)butanoic acid